C(C)(C)(C)OC(=O)N1CCC2(CC1)CCCCC2 3-azaspiro[5.5]Undecane-3-carboxylic acid tert-butyl ester